OC(CC(C(=O)N)C(=O)N)CO 2-(2,3-dihydroxypropyl)malonamide